C(C)C1C(O1)CC=CCC=CCCCCCCCC(=O)O 14-(3-ethyloxiran-2-yl)tetradeca-9,12-dienoic acid